C(C)(C)(C)OC(=O)N[C@@H](CCCCN)C(=O)O Nα-(tert-Butoxycarbonyl)-lysine